3-(p-sulfonatoanilino)-1,2-propanediol S(=O)(=O)([O-])C1=CC=C(NCC(CO)O)C=C1